(R)-1'-(5-Amino-1-((R or S)-1-phenylpropyl)-1H-pyrazole-4-carbonyl)-6-chloro-5-fluorospiro[benzo[d][1,3]oxazine-4,3'-piperidin]-2(1H)-one NC1=C(C=NN1[C@H](CC)C1=CC=CC=C1)C(=O)N1C[C@@]2(CCC1)C1=C(NC(O2)=O)C=CC(=C1F)Cl |o1:6|